[3-(4-Methoxyphenyl)-1,2,4-oxadiazol-5-yl]methanol COC1=CC=C(C=C1)C1=NOC(=N1)CO